CC1=C(C=CC=C1C)C(C)O 1-(2,3-dimethylphenyl)-ethanol